N[C@@H]([C@H](C)CC)C(=O)O AlloIsoleucine